3-(6-((diethoxyphosphono)methyl)-1,2,4,5-tetrazin-3-yl)propanoic acid C(C)OOP(=O)(OOCC)CC1=NN=C(N=N1)CCC(=O)O